CC/C=C\\C/C=C\\C/C=C\\CCCCCCC/C=C/C(=O)SCCNC(=O)CCNC(=O)[C@@H](C(C)(C)COP(=O)(O)OP(=O)(O)OC[C@@H]1[C@H]([C@H]([C@@H](O1)N2C=NC3=C(N=CN=C32)N)O)OP(=O)(O)O)O The molecule is an unsaturated fatty acyl-CoA that results from the formal condensation of the thiol group of coenzyme A with the carboxy group of (2E,11Z,14Z,17Z)-icosatetraenoic acid. It is an unsaturated fatty acyl-CoA and a long-chain fatty acyl-CoA. It is a conjugate acid of a (2E,11Z,14Z,17Z)-icosatetraenoyl-CoA(4-).